β-glycidoxyethylmethyldiethoxysilane C(C1CO1)OCC[Si](OCC)(OCC)C